C(CCC)C1=CC(C=C1)[Si]([Si](C1C=CC2=C(C=3CCCC3C=C12)C1=CC=CC=C1)(C)C)(C)C 1-(3-butylcyclopenta-2,4-dien-1-yl)-1,1,2,2-tetramethyl-2-(4-phenyl-1,5,6,7-tetrahydro-s-indacen-1-yl)disilane